S(N)(O)(=O)=O.OCCN(CCO)CCO N,N,N-tris(2-hydroxyethyl)amine sulfamate